7-Bromo-2,4-dichloropyrido[3,2-d]pyrimidine BrC1=CC=2N=C(N=C(C2N=C1)Cl)Cl